prop-2-enoic acid (2-oxo-1,2-diphenylethyl) ester O=C(C(C1=CC=CC=C1)OC(C=C)=O)C1=CC=CC=C1